CC1=NC=2CCCN(C2C=C1)C1=NN(C2=NC(=CN=C21)N2CCC1([C@@H]([C@@H](OC1)C)NC(=O)OC(C)(C)C)CC2)C2OCCCC2 methyl-5-{6-[(3S,4S)-4-{[(tert-butoxy)carbonyl]amino}-3-methyl-2-oxa-8-azaspiro[4.5]decan-8-yl]-1-(oxan-2-yl)-1H-pyrazolo[3,4-b]pyrazin-3-yl}-5,6,7,8-tetrahydro-1,5-naphthyridine